1-((tert-butoxycarbonyl)amino)propan-2-yl ((4-aminophenyl)(imino)methyl)carbamate NC1=CC=C(C=C1)C(=N)NC(OC(CNC(=O)OC(C)(C)C)C)=O